2-{2H,3H-[1,4]dioxino[2,3-b]pyridine-7-sulfonyl}-2H,4H,5H,6H-pyrrolo[3,4-c]pyrazole O1CCOC2=NC=C(C=C21)S(=O)(=O)N2N=C1C(=C2)CNC1